N1-(2-oxo-1,3-dihydrobenzimidazol-5-yl)indoline-1,4-dicarboxamide O=C1NC2=C(N1)C=CC(=C2)NC(=O)N2CCC=1C(=CC=CC21)C(=O)N